(S)-3-(3-(chloromethyl)-4-methylphenyl)-3-(8-methyl-3-(trifluoromethyl)-[1,2,4]triazolo[4,3-a]pyridin-7-yl)propanoate ClCC=1C=C(C=CC1C)[C@H](CC(=O)[O-])C1=C(C=2N(C=C1)C(=NN2)C(F)(F)F)C